NC1=NC2=CC(=CC=C2C=C1Br)OC[C@H]1O[C@H]([C@@H]([C@@]1(O)C)O)N1C=CC2=C1N=CN=C2C (2R,3S,4R,5R)-2-[(2-amino-3-bromo-7-quinolinyl)oxymethyl]-3-methyl-5-(4-methylpyrrolo[2,3-d]pyrimidin-7-yl)tetrahydrofuran-3,4-diol